t-butyl ((S)-1-((2R,5'S)-5'-carbamoyl-8-cyano-3-oxo-3,4-dihydrospiro[benzo[b][1,4]oxazine-2,3'-pyrrolidin]-1'-yl)-3-cyclopropyl-1-oxopropan-2-yl)(methyl)carbamate C(N)(=O)[C@@H]1C[C@@]2(CN1C([C@H](CC1CC1)N(C(OC(C)(C)C)=O)C)=O)C(NC1=C(O2)C(=CC=C1)C#N)=O